3-(2-(((tetrahydro-2H-pyran-2-yl)oxy)carbamoyl)chroman-6-yl)propyl 3,4-dihydroisoquinoline-2(1H)-carboxylate C1N(CCC2=CC=CC=C12)C(=O)OCCCC=1C=C2CCC(OC2=CC1)C(NOC1OCCCC1)=O